hexanediyl bromide C(CCCCCBr)Br